FC(OC1=NC=CC=C1NC(=O)C1(CN(C1)C1=NC=NC=C1F)C1=C(C=CC=C1)C(C)C)F N-(2-(difluoromethoxy)pyridin-3-yl)-1-(5-fluoropyrimidin-4-yl)-3-(2-isopropylphenyl)azetidine-3-carboxamide